C(=O)(O)NC(=O)NC(=O)N carboxyl-Biuret